N6-(1-((2-(trimethylsilyl)ethoxy)methyl)-1H-pyrazolo[4,3-c]pyridin-6-yl)pyrimidine-4,6-diamine C[Si](CCOCN1N=CC=2C=NC(=CC21)NC2=CC(=NC=N2)N)(C)C